tert-butyl 3-(2-fluorophenyl)-2-((6-methoxypyridin-3-yl)methyl)-2,6-dihydropyrrolo[3,4-c]pyrazole-5(4H)-carboxylate FC1=C(C=CC=C1)C1=C2C(=NN1CC=1C=NC(=CC1)OC)CN(C2)C(=O)OC(C)(C)C